ClC1=CC=C(C(=N1)C(=O)O)NC(C)C=1C=C(C=C2C(C=C(OC12)C1=CC2=CN(N=C2C(=C1)Cl)C)=O)C(F)(F)F 6-Chloro-3-[1-[2-(7-chloro-2-methyl-indazol-5-yl)-4-oxo-6-(trifluoromethyl)chromen-8-yl]ethylamino]pyridine-2-carboxylic acid